N-((S)-(4,4-Difluorocyclohexyl)(5-((R)-1-(4,4,4-trifluorobutanamido)ethyl)-1H-benzo[d]imidazol-2-yl)methyl)-1-((2,2,3,3-tetrafluorocyclobutyl)methyl)-1H-1,2,3-triazole-4-carboxamide FC1(CCC(CC1)[C@H](NC(=O)C=1N=NN(C1)CC1C(C(C1)(F)F)(F)F)C1=NC2=C(N1)C=CC(=C2)[C@@H](C)NC(CCC(F)(F)F)=O)F